N1=NC=NC=C1 (E)-1,2,4-triazine